Cl.COC(=O)C=1C(=CC=C2C1CCO2)OC[C@@H](CC2=CC=CC=C2)N (R)-5-(2-amino-3-phenylpropoxy)-2,3-dihydrobenzofuran-4-carboxylic acid methyl ester hydrochloride